O=C1NC(CCC1N1C(N(C2=C1C=CC=C2N2CCN(CC2)CC2CC(C2)OC[C@@H](C)NC(OC(C)(C)C)=O)C)=O)=O tert-butyl N-[(1R)-2-[3-[[4-[1-(2,6-dioxo-3-piperidyl)-3-methyl-2-oxo-benzimidazol-4-yl]piperazin-1-yl]methyl]cyclobutoxy]-1-methyl-ethyl]carbamate